Cl.FC1=CC(=CC2=C1N=C(S2)C2CCNCC2)C=2C=C(C=1N(N2)C=C(N1)C)NC 6-[4-fluoro-2-(piperidin-4-yl)-1,3-benzothiazol-6-yl]-N,2-dimethylimidazo[1,2-b]pyridazin-8-amine hydrochloride